C=CCCCCCC.[Sn] tin octene